9-(4-(1-isopropyl-1H-imidazol-2-yl)benzyl)-2-(2-isopropylphenyl)-7-methyl-7,9-dihydro-8H-purin-8-one C(C)(C)N1C(=NC=C1)C1=CC=C(CN2C3=NC(=NC=C3N(C2=O)C)C2=C(C=CC=C2)C(C)C)C=C1